FC(C=1C=CC(=NC1)C1=CN2[C@H](CO1)CN(CC2)C(=O)C2=C(C(=CC=C2)C=2C(=NNC2)F)Cl)(F)F [(9aS)-3-[5-(Trifluoromethyl)-2-pyridyl]-6,7,9,9a-tetrahydro-1H-pyrazino[2,1-c][1,4]oxazin-8-yl]-[2-chloro-3-(3-fluoro-1H-pyrazol-4-yl)phenyl]methanon